ClC=1N=CC=C2C=NN(B(C12)O)C1=C(C=CC=C1)C 8-chloro-2-(o-tolyl)-1,2-dihydro-2,3,7-triaza-1-bora-1-naphthol